CN(C=O)C.[Br] bromine N,N-dimethylformamide